2-(benzyloxycarbonylamino)-3-isopentyloxy-propionic acid C(C1=CC=CC=C1)OC(=O)NC(C(=O)O)COCCC(C)C